((3-trifluoromethylthiophen-2-yl)methyl)-[2-(9-(pyridin-2-yl)-6-oxaspiro[4.5]decan-9-yl)ethyl]amine FC(C1=C(SC=C1)CNCCC1(CCOC2(CCCC2)C1)C1=NC=CC=C1)(F)F